6-bromo-2,3-difluorobenzyl bromide BrC1=CC=C(C(=C1CBr)F)F